tert-butyl 4-[3-methyl-6-(1-methylpyrazol-4-yl)pyrazolo[1,5-a]pyrazin-4-yl]-3,6-dihydro-2H-pyridine-1-carboxylate CC=1C=NN2C1C(=NC(=C2)C=2C=NN(C2)C)C=2CCN(CC2)C(=O)OC(C)(C)C